(4-amino-7-fluoro-1-methyl-1H-pyrazolo[4,3-c]quinolin-8-yl)((3S)-3-(4-fluorophenyl)-4-morpholinyl)methanone n-hexyl-cyclohexyl-adipate (hexyl-cyclohexyl-adipate) C(CCCCC)C(C(=O)O)(CCCC(=O)O)C1CCCCC1.C(CCCCC)C(C(=O)O)(CCCC(=O)O)C1CCCCC1.NC1=NC=2C=C(C(=CC2C2=C1C=NN2C)C(=O)N2[C@H](COCC2)C2=CC=C(C=C2)F)F